dip-tolyl sulfoxide C1(=CC=C(C=C1)S(=O)C1=CC=C(C=C1)C)C